[I-].[Cs+].[Cu+2].[I-].[I-] copper-cesium iodide